sec-Butyl acetate C(C)(=O)OC(C)CC